NC1=NC=CC2=C1C(=CN2[C@H]2C[C@@H](N(C2)C(C=C)=O)COC)C#CC2=CC1=C(N(C=N1)CC)C=C2 1-((2R,4S)-4-(4-amino-3-((1-ethyl-1H-benzo[d]imidazol-5-yl)ethynyl)-1H-pyrrolo[3,2-c]pyridin-1-yl)-2-(methoxymethyl)pyrrolidin-1-yl)prop-2-en-1-one